2,4-diamino-3-n-pentadecylcyclohexanol NC1C(CCC(C1CCCCCCCCCCCCCCC)N)O